2-chloro-N,N-bis(4-(5,5,8,8-tetramethyl-5,6,7,8-tetrahydronaphthalen-2-yl)phenyl)dibenzo[b,d]furan-4-amine ClC1=CC2=C(OC3=C2C=CC=C3)C(=C1)N(C1=CC=C(C=C1)C1=CC=3C(CCC(C3C=C1)(C)C)(C)C)C1=CC=C(C=C1)C1=CC=3C(CCC(C3C=C1)(C)C)(C)C